BrC1=C(C=C(C=C1)CC(=O)OCC)F ethyl 2-(4-bromo-3-fluorophenyl)acetate